tert-butyl 4-[(2-bromo-4-chloro-phenyl)carbamoyl]-2-methyl-piperidine-1-carboxylate BrC1=C(C=CC(=C1)Cl)NC(=O)C1CC(N(CC1)C(=O)OC(C)(C)C)C